tert-butyl N-[rac-(1R)-1-[(2-benzyloxycarbonylhydrazino)methyl]-3-triethylsilyloxy-propyl]carbamate C(C1=CC=CC=C1)OC(=O)NNC[C@@H](CCO[Si](CC)(CC)CC)NC(OC(C)(C)C)=O |r|